ClC1=C(C=CC=C1F)S(=O)(=O)N1CCC2(CC(CO2)NC[C@@H](COC=2C=C(C=CC2)S(=O)(=O)NC)O)CC1 3-((2S)-3-(8-(2-chloro-3-fluorophenylsulfonyl)-1-oxa-8-azaspiro[4.5]decan-3-ylamino)-2-hydroxypropoxy)-N-methylbenzenesulfonamide